4-chloro-3-(2-(dimethylamino)ethoxy)aniline ClC1=C(C=C(N)C=C1)OCCN(C)C